OC1=C(CNC2=CC=C(C(=O)O)C=C2)C=CC=C1 4-((2-hydroxybenzyl)amino)benzoic acid